(3R)-3-(6-(2-methyl-2H-pyrazolo[3,4-b]pyridin-5-yl)thieno[2,3-b]pyridin-2-yl)tetrahydro-3-furanol CN1N=C2N=CC(=CC2=C1)C1=CC=C2C(=N1)SC(=C2)[C@@]2(COCC2)O